5-(6-(4-(3-fluorobenzyl) piperazin-1-yl) pyridin-3-yl)-7-(1-methyl-1H-pyrazol-4-yl)-1,6-naphthyridineformate FC=1C=C(CN2CCN(CC2)C2=CC=C(C=N2)C2=C3C=CC(=NC3=CC(=N2)C=2C=NN(C2)C)C(=O)[O-])C=CC1